(2S,4S)-4-hydroxy-N-methyl-1-(5-methyl-4-vinyl-2-pyridyl)-N-(m-tolyl)pyrrolidine-2-carboxamide O[C@H]1C[C@H](N(C1)C1=NC=C(C(=C1)C=C)C)C(=O)N(C=1C=C(C=CC1)C)C